(S)-3,5-dihydroxy-1,7-bis(4-hydroxyphenyl)heptane O[C@@H](CCC1=CC=C(C=C1)O)CC(CCC1=CC=C(C=C1)O)O